F[C@@H]1CNC(OCCN2N=CC(C3=NNC4=CC=C(OC1)C=C34)=N2)=O (12R)-12-fluoro-8,14-dioxa-4,5,10,19,20,23-hexaazatetracyclo[13.5.2.12,5.018,21]tricosa-1(20),2(23),3,15,17,21-hexaen-9-one